1-(cyclopropylmethyl)-3-[(2R)-2-hydroxy-3-(1,2,3,4-tetrahydroisoquinolin-2-yl)propyl]-7-(6-methoxypyridin-3-yl)-1,2,3,4-tetrahydroquinazoline-2,4-dione C1(CC1)CN1C(N(C(C2=CC=C(C=C12)C=1C=NC(=CC1)OC)=O)C[C@@H](CN1CC2=CC=CC=C2CC1)O)=O